1-(4-Fluorobenzyl)-8'-hydroxy-3',4'-dihydro-2H-spiro[indoline-3,1'-isoquinolin]-2-one FC1=CC=C(CN2C(C3(NCCC4=CC=CC(=C34)O)C3=CC=CC=C23)=O)C=C1